NC1=NC(=NC=C1CN(C=O)C(C)=C(CCO)\S=C(\C1=C(C=CC=C1)OC1=CC2=C(OCCO2)C=C1)/[O-])C.[O-2].[Al+3] Aluminium oxid (Z)-S-(2-(N-((4-amino-2-methylpyrimidin-5-yl)methyl)formamido)-5-hydroxypent-2-en-3-yl)2-((2,3-dihydrobenzo[b][1,4]dioxin-6-yl)oxy)benzothioate